COC=1C=C2C=CC(=CC2=CC1)[C@@H](C(=O)OC1=C(C(=CC(=C1)C)C)C(C)(CCO)C)C 2-(4-hydroxy-2-methylbutan-2-yl)-3,5-dimethylphenyl (S)-2-(6-methoxynaphthalen-2-yl)propanoate